FC(COC(C(=O)N(C(C)C1=CC=C(C=C1)C(F)(F)F)C)=O)(F)F.CN(C(C(N)=O)=O)C(C)C1=CC=C(C=C1)C(F)(F)F N'-methyl-N'-[1-[4-(trifluoromethyl)phenyl]ethyl]oxamide 2,2,2-trifluoroethyl-2-[methyl-[1-[4-(trifluoromethyl)phenyl]ethyl]amino]-2-oxo-acetate